(1-cyanocyclopropyl)-3-iodoimidazo[1,2-a]Pyridine-2-carboxylic acid ethyl ester C(C)OC(=O)C=1N=C2N(C(=CC=C2)C2(CC2)C#N)C1I